C1(=NC=CC2=CC=CC=C12)N1C[C@@H](N(C[C@H]1C)C1=CC(N(C=2C=CC(=NC12)C#N)C)=O)C 8-((2S,5R)-4-(Isochinolin-1-yl)-2,5-dimethylpiperazin-1-yl)-5-methyl-6-oxo-5,6-dihydro-1,5-naphthyridin-2-carbonitril